C1(CC1)C(=O)NC1=CC(=NC=N1)OC1OC2=CC=CC=C2CC1C(=O)NCC(C1=CC=CC=C1)=O [6-(cyclopropanecarbonylamino)pyrimidin-4-yl]oxy-N-benzoylmethyl-chroman-3-carboxamide